C12C(C3CC(CC(C1)C3)C2)=C(C2=CC=C(C=C2)OCCCCCCN2CCCC2)C2=CC=C(C=C2)OCCCCCCN2CCCC2 1,1'-((((((5r,7r)-adamantan-2-ylidene)methylene)bis(4,1-phenylene))bis(oxy))bis(hexane-6,1-diyl))dipyrrolidine